N-(5-(3-((4-ethylpiperazin-1-yl)methyl)-5-(trifluoromethyl)benzamido)-2-methylphenyl)-5-methylisoxazole-3-Carboxamide C(C)N1CCN(CC1)CC=1C=C(C(=O)NC=2C=CC(=C(C2)NC(=O)C2=NOC(=C2)C)C)C=C(C1)C(F)(F)F